1-(2-(2,2,2-trifluoroethoxy)ethyl)-1H-pyrazol-4-amine FC(COCCN1N=CC(=C1)N)(F)F